2-((4-Isopropylbenzyl)amino)leucine ethyl ester C(C)OC([C@@](N)(CC(C)C)NCC1=CC=C(C=C1)C(C)C)=O